C(C)(C)(C)OC(=O)N1C[C@H](CC1)CO (S)-3-(hydroxymethyl)pyrrolidine-1-carboxylic acid tert-butyl ester